C(CCCCCCC\C=C/C\C=C/CCCCC)(=O)OCC1=CC(=CC(=C1)COC(CCC(OC(NCCN(CC)C)=O)CCCCCC)=O)COC(CCC(OCCC#CCCCC)OCCC#CCCCC)=O 3-(((4,4-bis(oct-3-yn-1-yloxy)butanoyl)oxy)methyl)-5-(6-hexyl-12-methyl-3,8-dioxo-2,7-dioxa-9,12-diazatetradecyl)benzyl (9Z,12Z)-octadeca-9,12-dienoate